C(\C=C\C)(=O)O trans-crotonic acid